(3,5-difluorobenzyl)-3-(5-(piperidin-4-ylmethyl)-1,4,5,6-tetrahydropyrrolo[3,4-d]Imidazol-2-yl)-1H-indazol-5-amine FC=1C=C(CN2N=C(C3=CC(=CC=C23)N)C2=NC3=C(N2)CN(C3)CC3CCNCC3)C=C(C1)F